C1(=CC=CC=C1)C=1OC2=C(N1)C=C(C=C2)C 2-phenyl-5-methyl-benzoxazole